ClC=1C=C(C=CC1F)NC1=NC=NC2=CC(=C(C=C12)OC1CCN(CC1)CC(=O)NCCCCCCCCSC1=C2CN(C(C2=CC=C1)=O)C1C(NC(CC1)=O)=O)OC 2-(4-((4-((3-chloro-4-fluorophenyl)amino)-7-methoxyquinazolin-6-yl)oxy)piperidin-1-yl)-N-(8-((2-(2,6-dioxopiperidin-3-yl)-1-oxoisoindolin-4-yl)thio)octyl)acetamide